heptaethylene glycol methyl ether methacrylate C(C(=C)C)(=O)OCCOCCOCCOCCOCCOCCOCCOC